NC1=C(C2=C(S1)C=CC(=C2C=2C1=C(C=3C(=NC(=NC3C2Cl)N2CC(C2)(C)N(C)C)NCC=2N=NC=CC2)COC1)F)C#N 2-Amino-4-(5-chloro-3-(3-(dimethylamino)-3-methylazetidin-1-yl)-1-((pyridazin-3-ylmethyl)amino)-7,9-dihydrofuro[3,4-f]quinazolin-6-yl)-5-fluorobenzo[b]thiophene-3-carbonitrile